1-((6-methoxypyridin-3-yl)sulfonyl)N-(benzo[d]thiazol-5-yl)-piperidine-4-carboxamide COC1=CC=C(C=N1)S(=O)(=O)N1CCC(CC1)C(=O)NC=1C=CC2=C(N=CS2)C1